N-(4-fluoro-5-(((2S,4R)-4-((4-fluoropyridin-2-yl)oxy)-2-methylpyrrolidin-1-yl)methyl)thiazol-2-yl)acetamide FC=1N=C(SC1CN1[C@H](C[C@H](C1)OC1=NC=CC(=C1)F)C)NC(C)=O